N1(CCOCC1)CCNN (2-Morpholin-4-yl-ethyl)-hydrazine